CC1(OCC(CO1)N1CC2(CCN(C2)C(=O)OC(C)(C)C)CC1)C tert-Butyl 7-(2,2-dimethyl-1,3-dioxan-5-yl)-2,7-diazaspiro[4.4]nonane-2-carboxylate